5-(6-(difluoromethyl)-2-(methylthio)pyrimidin-4-yl)-1-(3-fluoro-4,5-dimethoxybenzyl)pyridin-2(1H)-one FC(C1=CC(=NC(=N1)SC)C=1C=CC(N(C1)CC1=CC(=C(C(=C1)OC)OC)F)=O)F